[Na+].ClC1=CC=C2C(=C(N(C2=C1F)C=1C=NN(C1)CCO)C1CC1)SC=1C(=C(C(=O)[O-])C=CC1)F 3-((6-chloro-2-cyclopropyl-7-fluoro-1-(1-(2-hydroxyethyl)-1H-pyrazol-4-yl)-1H-indol-3-yl)thio)-2-fluorobenzoic acid sodium salt